CC(C)CCC[C@@H](C)[C@H]1CC[C@H]2[C@@H]3CC=C4C[C@H](CC[C@]4(C)[C@H]3CC[C@]12C)OCCCCCCCOC[C@@H](COCCC\C=C/CCCCC)N(C)C (2S)-1-{7-[(3β)-cholest-5-en-3-yloxy]heptyloxy}-3-[(4Z)-dec-4-en-1-yloxy]-N,N-dimethylpropane-2-amine